(2R,5S)-5-amino-N-(5-chloro-2-cyanobenzyl)-2-methyl-4-oxo-7-phenylheptanamide trifluoroacetate salt FC(C(=O)O)(F)F.N[C@H](C(C[C@H](C(=O)NCC1=C(C=CC(=C1)Cl)C#N)C)=O)CCC1=CC=CC=C1